ClCC=1C=NC2=CC=CC=C2C1 3-(chloromethyl)quinoline